OC1(CC(C1)NC(OCC1=CC=CC=C1)=O)CO benzyl ((1s,3s)-3-hydroxy-3-(hydroxymethyl)cyclobutyl)carbamate